5-({3-fluoro-4-[5-(trifluoromethyl)-1,2,4-oxadiazol-3-yl]phenyl}methoxy)-2-methoxypyrimidine FC=1C=C(C=CC1C1=NOC(=N1)C(F)(F)F)COC=1C=NC(=NC1)OC